(E)-4-(dimethylamino)-N-[(1s,3s)-3-[[6-(2-ethyl-5-fluoro-4-hydroxy-phenyl)-1H-indazol-4-yl]oxy]cyclopentyl]but-2-enamide CN(C/C=C/C(=O)N[C@@H]1C[C@H](CC1)OC1=C2C=NNC2=CC(=C1)C1=C(C=C(C(=C1)F)O)CC)C